propyl-Amine Iodide [I-].C(CC)N